{3-[(3S,4S)-4-amino-3-methyl-2-oxa-8-azaspiro[4.5]decan-8-yl]-6-(7-chloro-2H-indazol-6-yl)-5-methylpyrazin-2-yl}methanol N[C@@H]1[C@@H](OCC12CCN(CC2)C=2C(=NC(=C(N2)C)C=2C=CC1=CNN=C1C2Cl)CO)C